ClC=1N=C2C(=C(C(N(C2=CC1)C)=O)C#N)N1CCC(CC1)OC1=C(C=C(C=C1)F)OC 6-chloro-4-(4-(4-fluoro-2-methoxyphenoxy)piperidin-1-yl)-1-methyl-2-oxo-1,2-dihydro-1,5-naphthyridine-3-carbonitrile